tert-butyl (4-(6-cyclopropoxy-5-(pyrazolo[1,5-a]pyrimidin-3-ylcarbamoyl)-2H-indazol-2-yl)cyclohexyl)(methyl)carbamate C1(CC1)OC=1C(=CC2=CN(N=C2C1)C1CCC(CC1)N(C(OC(C)(C)C)=O)C)C(NC=1C=NN2C1N=CC=C2)=O